2-(carboxymethylamino)-acetic acid C(=O)(O)CNCC(=O)O